(1-(chloromethyl)-2-methyl-6-oxo-1,6-dihydropyridin-3-yl)-7-fluoro-1-(4-fluoro-2-methylphenyl)-6-(trifluoromethyl)-2,3-dihydroquinazolin-4(1H)-one ClCN1C(=C(C=CC1=O)C1N(C2=CC(=C(C=C2C(N1)=O)C(F)(F)F)F)C1=C(C=C(C=C1)F)C)C